C12=C(C(=C(C(=C1O)O)S(=O)(=O)[O-])O)C(=O)C3=C(C2=O)C(=C(C(=C3O)O)S(=O)(=O)[O-])O.[Na+].[Na+] The molecule is an organic sodium salt that is the disodium salt of 1,3,4,5,7,8-hexahydroxy-9,10-dioxo-9,10-dihydroanthracene-2,6-disulfonic acid. Used as a hematoxylin substitute in H&E staining. It has a role as a histological dye and a fluorochrome. It is an organic sodium salt and an organosulfonate salt. It contains a 1,3,4,5,7,8-hexahydroxy-9,10-dioxo-9,10-dihydroanthracene-2,6-disulfonate.